(S)-2-((6-((4-chloro-2-fluorobenzyl)oxy)-1,3,4,5-tetrahydro-2H-pyrido[4,3-b]indol-2-yl)methyl)-1-(oxetan-2-ylmethyl)-1H-benzo[d]imidazole-6-carboxylic acid methyl ester COC(=O)C=1C=CC2=C(N(C(=N2)CN2CC3=C(NC=4C(=CC=CC34)OCC3=C(C=C(C=C3)Cl)F)CC2)C[C@H]2OCC2)C1